5-{2-[(3-exo)-8-Azabicyclo[3.2.1]oct-3-yl(methyl)amino][1,3]thiazolo[4,5-c]pyridin-6-yl}-2-methyl-2H-indazol-7-carbonitril-Hydrochlorid Cl.C12CC(CC(CC1)N2)N(C=2SC1=C(C=NC(=C1)C1=CC3=CN(N=C3C(=C1)C#N)C)N2)C